C(C)OC(=O)C1=NC=2N(C(=C1C)O)N=C(C2C#N)NC2=CC=CC=C2 3-cyano-7-hydroxy-6-methyl-2-(anilino)pyrazolo[1,5-a]Pyrimidine-5-carboxylic acid ethyl ester